(3S)-3-[5-[4-(2-hydroxyethyl)-1-piperidinyl]-3,4-dihydro-2H-quinolin-1-yl]piperidine-2,6-dione OCCC1CCN(CC1)C1=C2CCCN(C2=CC=C1)[C@@H]1C(NC(CC1)=O)=O